adenosine monophosphate 8-(6-Aminohexyl)aminoadenosine-5'-monophosphate P(=O)(O)(O)OC[C@@H]1[C@H]([C@H]([C@@H](O1)N1C(=NC=2C(N)=NC=NC12)NCCCCCCN)O)O.P(=O)(O)(O)OC[C@@H]1[C@H]([C@H]([C@@H](O1)N1C=NC=2C(N)=NC=NC12)O)O